NC1=CC=C(CNC23CNCCNCC(CNCCNC2)(CNCCNC3)N)C=C1 l-N-(4-aminobenzyl)-3,6,10,13,16,19-hexaazabicyclo[6.6.6]eicosane-1,8-diamine